COC(C1=CC(=NC=C1)C1=CC=C(C=C1)Cl)=O 2-(4-chlorophenyl)isonicotinic acid methyl ester